sodium bis(sulfamate) S(N)([O-])(=O)=O.S(N)([O-])(=O)=O.[Na+].[Na+]